N(=[N+]=[N-])CC=1C=NN(C1)C1CC(CC1)C1=CC=C(C=C1)F 4-(azidomethyl)-1-(3-(4-fluorophenyl)cyclopentyl)pyrazole